The molecule is an ultra long-chain primary fatty alcohol that is the all-trans-isomer of octaprenol. It is an ultra-long-chain primary fatty alcohol and a member of octaprenols. CC(=CCC/C(=C/CC/C(=C/CC/C(=C/CC/C(=C/CC/C(=C/CC/C(=C/CC/C(=C/CO)/C)/C)/C)/C)/C)/C)/C)C